O1C=NC=C1COC(=O)NC1=CC=C(CC2CCN(C3CC23)C(=O)OC)C=C1 methyl 5-(4-(((oxazol-5-ylmethoxy)carbonyl)amino)benzyl)-2-azabicyclo[4.1.0]heptane-2-carboxylate